3-(3-((6-((5-chlorothien-2-yl)methoxy)pyridin-3-yl)methyl)isoxazol-5-yl)pyridin-2-amine ClC1=CC=C(S1)COC1=CC=C(C=N1)CC1=NOC(=C1)C=1C(=NC=CC1)N